biphenyl-4-At C1(=CC=C(C=C1)C(=O)[O-])C1=CC=CC=C1